sodium 3,4,5-trifluorophenolate FC=1C=C(C=C(C1F)F)[O-].[Na+]